(S)-2-(5-(but-3-en-1-yl)-3-fluoro-2-methoxyphenyl)-2-((R)-3-(methyl(5-(5,6,7,8-tetrahydro-1,8-naphthyridin-2-yl)pentyl)amino)pyrrolidin-1-yl)acetic acid C(CC=C)C=1C=C(C(=C(C1)[C@@H](C(=O)O)N1C[C@@H](CC1)N(CCCCCC1=NC=2NCCCC2C=C1)C)OC)F